1-(2-(6-((2R,6S)-2,6-dimethylmorpholino)pyridin-2-yl)-1,6-naphthyridin-7-yl)-2-methoxyethan-1-one C[C@H]1O[C@H](CN(C1)C1=CC=CC(=N1)C1=NC2=CC(=NC=C2C=C1)C(COC)=O)C